FC(C1CC=2N=CN=C(C2CN1)C1CCN(CC1)S(=O)(=O)C)F 7-(Difluoromethyl)-4-(1-(methylsulfonyl)piperidin-4-yl)-5,6,7,8-tetrahydropyrido[4,3-d]pyrimidine